(2-chlorophenyl)boric acid ClC1=C(C=CC=C1)OB(O)O